C1(=CC=CC=C1)S(=O)(=O)N1C=C(C2=CC=C(C=C12)B1OC(C(O1)(C)C)(C)C)C1=NC(=NC=C1C(F)(F)F)N[C@@H]1CN(CCC1)C(=O)OC(C)(C)C tert-butyl (3S)-3-[[4-[1-(benzenesulfonyl)-6-(4,4,5,5-tetramethyl-1,3,2-dioxaborolan-2-yl) indol-3-yl]-5-(trifluoromethyl) pyrimidin-2-yl]amino]piperidine-1-carboxylate